BrC=1C=C2C(=C(NC2=C(C1)F)C1CC1)C=O 5-BROMO-2-CYCLOPROPYL-7-FLUORO-1H-INDOLE-3-CARBOXALDEHYDE